FC1=C(C(=O)NNS(=O)(=O)C2=CC=C(C=C2)C)C(=CC=C1)F N'-(2,6-difluorobenzoyl)-4-methylbenzenesulfonohydrazide